4-(2,6-dimethylpyridin-3-yl)-2,3-bis(3,6-diphenyl-9H-carbazol-9-yl)benzonitrile CC1=NC(=CC=C1C1=C(C(=C(C#N)C=C1)N1C2=CC=C(C=C2C=2C=C(C=CC12)C1=CC=CC=C1)C1=CC=CC=C1)N1C2=CC=C(C=C2C=2C=C(C=CC12)C1=CC=CC=C1)C1=CC=CC=C1)C